2-(((S)-1-(((R)-1,1-bis(4-fluorophenyl)propan-2-yl)amino)-1-oxopropan-2-yl)carbamoyl)-4-methoxypyridin-3-yl butyrate C(CCC)(=O)OC=1C(=NC=CC1OC)C(N[C@H](C(=O)N[C@@H](C(C1=CC=C(C=C1)F)C1=CC=C(C=C1)F)C)C)=O